(E)-3-(2,2-difluorobenzo[d][1,3]dioxol-5-yl)-1-(4-(2-(2-hydroxypropoxy)pyrimidine-4-carbonyl)piperazin-1-yl)prop-2-en-1-one FC1(OC2=C(O1)C=CC(=C2)/C=C/C(=O)N2CCN(CC2)C(=O)C2=NC(=NC=C2)OCC(C)O)F